(R)-3-(7-bromo-3-(4-phenoxyphenyl)-1H-pyrazolo[4,3-c]pyridin-1-yl)piperidine-1-carboxylic acid tert-butyl ester C(C)(C)(C)OC(=O)N1C[C@@H](CCC1)N1N=C(C=2C=NC=C(C21)Br)C2=CC=C(C=C2)OC2=CC=CC=C2